N-(4-(6-chlorobenzo[d]oxazol-2-yl)phenyl)isobutyramide ClC1=CC2=C(N=C(O2)C2=CC=C(C=C2)NC(C(C)C)=O)C=C1